(2,4-dimethoxybenzyl)-2-(5-methyl-1,3,4-oxadiazol-2-yl)-5-nitrobenzenesulfonamide COC1=C(CC=2C(=C(C=C(C2)[N+](=O)[O-])S(=O)(=O)N)C=2OC(=NN2)C)C=CC(=C1)OC